N1(CCC1)CC1=CC(=C(S1)[S@](=O)(N)=NC(NC1=C2C(=CC=3CCCC13)CC2)=O)F |o1:10| (S) or (R)-5-(azetidin-1-ylmethyl)-3-fluoro-N'-((2,4,5,6-tetrahydro-1H-cyclobuta[f]inden-3-yl)carbamoyl)thiophene-2-sulfonimidamide